N-(1-(5-fluoropyridin-3-yl)-1H-indol-5-yl)acrylamide FC=1C=C(C=NC1)N1C=CC2=CC(=CC=C12)NC(C=C)=O